(S)-N1-(1-(2-(1-Adamantylamino)-2-oxoethyl)-2-oxo-1,2-dihydropyridin-3-yl)-N6-methyl-2-(1-methyl-1H-imidazol-5-carboxamido)-5-oxohexandiamid C12(CC3CC(CC(C1)C3)C2)NC(CN2C(C(=CC=C2)NC([C@H](CCC(C(=O)NC)=O)NC(=O)C2=CN=CN2C)=O)=O)=O